C(C=C)(=O)OC(C(CCC(F)(F)F)(F)F)(F)F Heptafluoropentyl acrylate